C(#N)C1=CC=C(CNC(=O)C=2C(N3C4=C(N=CC=C4C2)N(CC3)CC3(CC3)S(=O)(=O)CC)=O)C=C1 N-(4-cyanobenzyl)-1-((1-(ethylsulfonyl)cyclopropyl)methyl)-5-oxo-2,3-dihydro-1H,5H-pyrazino[3,2,1-ij][1,7]naphthyridine-6-carboxamide